FC1=C(C=CC=2N(C(=NC21)CO)COCC[Si](C)(C)C)F (4,5-difluoro-1-{[2-(trimethylsilyl)ethoxy]methyl}-1H-benzimidazol-2-yl)methanol